FC1=C(C=CC(=C1)F)C1=NN2C(OC(CCC2)C)=C1C(=O)OCC Ethyl 2-(2,4-difluorophenyl)-5-methyl-5,6,7,8-tetrahydropyrazolo[5,1-b][1,3]oxazepine-3-carboxylate